BrC1=CC=CC=2N(C(NC21)=O)[C@H]2CC[C@H](CC2)C(=O)NC2=CC=CC=C2 (Cis)-4-(4-bromo-2-oxo-2,3-dihydro-1H-1,3-benzodiazol-1-yl)-N-phenylcyclohexane-1-carboxamide